10,14-dimethyl-6-methylene-pentadec-9,13-dien-2-one CC(=CCCC(CCCC(C)=O)=C)CCC=C(C)C